COC1=CC=C(C=N1)C1=CC=C(N=N1)NC1C[C@@H]2[C@@H](CN(C2)CC2CCOCC2)C1 (3aR,5s,6aS)-N-[6-(6-methoxy-3-pyridyl)pyridazin-3-yl]-2-(tetrahydropyran-4-ylmethyl)-3,3a,4,5,6,6a-hexahydro-1H-cyclopenta[c]pyrrol-5-amine